C(C1=CC=CC=C1)N1CCN(C2=CC=CC=C12)C1=CC(=CC=C1)Cl 1-benzyl-4-(3-chlorophenyl)-1,2,3,4-tetrahydroquinoxaline